C1N(CCC12OCCNC2)CC2=CC(=NC=C2)C=2C=C1CN(C(C1=CC2)=O)C2C(NC(CC2)=O)=O 3-(5-(4-((6-oxa-2,9-diazaspiro[4.5]decan-2-yl)methyl)pyridin-2-yl)-1-oxoisoindolin-2-yl)piperidine-2,6-dione